O[C@@H](CC(=O)[O-])C.[Na+] sodium (3R)-3-hydroxybutanoate